2-[3-[4-[5-(4,5-dihydro-1H-imidazol-2-yl)-2-pyridyl]piperazin-1-yl]-3-oxo-propyl]-3H-quinazolin-4-one N1C(=NCC1)C=1C=CC(=NC1)N1CCN(CC1)C(CCC1=NC2=CC=CC=C2C(N1)=O)=O